C(C)C1C(NC=2C=C(C=NC2C1)CN1CCN(CC1)C=1C=CC(=NC1)C(=O)NC)=O 5-(4-((7-ethyl-6-oxo-7,8-dihydro-1,5-naphthyridin-3-yl)methyl)piperazin-1-yl)-N-methylpyridin-2-carboxamide